2-amino-2-(3-prop-1-ynylthieno[2,3-c]pyridin-4-yl)acetonitrile NC(C#N)C1=C2C(=CN=C1)SC=C2C#CC